1-butyl-2,4,5-trimethyl-3-propylimidazole tetra-cyanoborate C(#N)[B-](C#N)(C#N)C#N.C(CCC)N1C(N(C(=C1C)C)CCC)C